C(=C)C1=CC=C(C=C1)C(C=CC1=CC=C(C=C1)O)=O 1-(4-Ethenylphenyl)-3-(4-hydroxyphenyl)prop-2-en-1-one